BrC1=CC=C2C=3CC4=C(C(C3NC2=C1)(C)C)C=C(C(=C4)CC)OC 3-bromo-9-ethyl-8-methoxy-6,6-dimethyl-6,11-dihydro-5H-benzo[b]carbazole